P(O)(O)(=S)O[C@H]1[C@H]([C@@H](O[C@@H]1CO)N1C=NC=2C(=O)NC(N)=NC12)O Guanosine-3'-phosphorothioate